(S)-6-(4-(4-acryloyl-1-(2,2,2-trifluoroethyl)piperazin-2-yl)-6-chloropyridin-2-yl)-N-methylpyrimidine-4-carboxamide C(C=C)(=O)N1C[C@@H](N(CC1)CC(F)(F)F)C1=CC(=NC(=C1)Cl)C1=CC(=NC=N1)C(=O)NC